2-(4-(4-((5,7-dimethyl-1H-indol-4-yl)methyl)-1-(2,2,2-trifluoroethyl)piperidin-3-yl)-1H-pyrazol-1-yl)acetic acid CC=1C(=C2C=CNC2=C(C1)C)CC1C(CN(CC1)CC(F)(F)F)C=1C=NN(C1)CC(=O)O